C(C)(=O)NC1=NC=C(C=N1)C=1C(=CC(=C(C1)NC(=O)C1=CNC(C=C1C(F)(F)F)=O)N1C[C@H](N([C@H](C1)C)C)C)F N-[5-(2-acetamidopyrimidin-5-yl)-4-fluoro-2-[(3R,5S)-3,4,5-trimethylpiperazin-1-yl]phenyl]-6-oxo-4-(trifluoromethyl)-1H-pyridine-3-carboxamide